C(C)(C)(C)OC(=O)N[C@H](C(=O)N1CCN(CC1)C(=O)OCC1=CC=CC=C1)CC1=CC(=CC=C1)C#N benzyl (S)-4-(2-((tert-butoxycarbonyl)amino)-3-(3-cyanophenyl)propanoyl)piperazine-1-carboxylate